[C@@H]1([C@H](C([C@H]([C@@H](C1O)O)O)OP(=O)([O-])[O-])O)O The molecule is a organophosphate oxoanion obtained by deprotonation of the phosphate OH groups of 1D-myo-inositol 6-phosphate. It is an inositol phosphate oxoanion and a myo-inositol phosphate(2-). It is a conjugate base of a 1D-myo-inositol 6-phosphate.